O[C@](CN1N=CC(=C1)C#N)(C)[C@H]1CC[C@H]2[C@@H]3CC[C@H]4C[C@](CC[C@@H]4[C@H]3CC[C@]12C)(CCC)O 1-((R)-2-hydroxy-2-((3R,5S,8R,9R,10S,13S,14S,17S)-3-hydroxy-13-methyl-3-propylhexadecahydro-1H-cyclopenta[a]phenanthren-17-yl)propyl)-1H-pyrazole-4-carbonitrile